N1=CC=CC(=C1)C(=O)OC Methyl pyridine-5-carboxylate